C1(=CC=CC=C1)C1CCN(CC1)C1=C(C=2N(C=C1)C=NN2)C(F)(F)F 7-(4-phenylpiperidin-1-yl)-8-(trifluoromethyl)-[1,2,4]triazolo[4,3-a]pyridine